6-methoxy-5-({[3-(trifluoro-methoxy)phenyl]methyl}-carbamoyl)pyridin-3-yl-N-methyl-1H-indazole-3-carboxamide COC1=C(C=C(C=N1)N1N=C(C2=CC=CC=C12)C(=O)NC)C(NCC1=CC(=CC=C1)OC(F)(F)F)=O